FC1=CC2=C(N=C(O2)C=2C=CC(=C(C2)O)C(C)C)C=C1 5-(6-Fluorobenzooxazol-2-yl)-2-isopropylphenol